C(C)N1C(=NC2=C1CCCC2)C(C)O 1-(1-ethyl-4,5,6,7-tetrahydro-1H-benzo[d]imidazol-2-yl)ethan-1-ol